3-[(BENZO[D][1,3]DIOXOLANE-4-YL)OXY]PROPYLAMINE HYDROCHLORIDE Cl.O1COC2=C1C=CC=C2OCCCN